chloro-2-fluoro-N-(6-((1-methylpiperidin-4-ylidene)methyl)pyridin-2-yl)benzamide Methyl-2-(5-(4-chlorophenyl)-1-(2,4-dichlorophenyl)-4-methyl-1H-pyrazole-3-carboxamido)isonicotinate COC(C1=CC(=NC=C1)NC(=O)C1=NN(C(=C1C)C1=CC=C(C=C1)Cl)C1=C(C=C(C=C1)Cl)Cl)=O.ClC=1C(=C(C(=O)NC2=NC(=CC=C2)C=C2CCN(CC2)C)C=CC1)F